α-(4-piperidyl)benzhydrol N1CCC(CC1)C(C1=CC=CC=C1)(C1=CC=CC=C1)O